6-(4-fluoro-1-isopropyl-2-methyl-1H-benzo[d]imidazol-6-yl)-N-(1-(methylsulfonyl)piperidin-4-yl)pyrimidin-4-amine FC1=CC(=CC=2N(C(=NC21)C)C(C)C)C2=CC(=NC=N2)NC2CCN(CC2)S(=O)(=O)C